benzamide, hydrochloride Cl.C(C1=CC=CC=C1)(=O)N